2-bromo-4-((4-((tert-butyldimethylsilyl)oxy)butan-2-yl)oxy)-6-iodo-3-(methoxymethoxy)pyridine BrC1=NC(=CC(=C1OCOC)OC(C)CCO[Si](C)(C)C(C)(C)C)I